FC(S(=O)(=O)[O-])(F)F.C(C(C)C)[SH+]C1=CC=CC=C1 isobutylphenyl-sulfonium trifluoromethanesulfonic acid salt